7,10-Dimethyldodecane-2,5-dione CC(CC(CCC(C)=O)=O)CCC(CC)C